CNC(=S)[S-].[Na+] sodium methylaminodithioformate